C(C)(C)(C)OC(NC=1C=NC(=C(C1)OCC1=CC=CC=C1)C)=O N-(5-benzyloxy-6-methyl-3-pyridinyl)carbamic acid tert-butyl ester